2-(hydroxy)benzaldehyde OC1=C(C=O)C=CC=C1